1-(4-hydroxy-2,5-dimethylphenyl)ethanone OC1=CC(=C(C=C1C)C(C)=O)C